[N+](=O)([O-])C1=CC(=C(OCCC2CCN(CC2)C(=O)OC(C)(C)C)C=C1)C(=C)C tert-Butyl 4-(2-(4-nitro-2-(prop-1-en-2-yl)phenoxy)ethyl)piperidine-1-carboxylate